C(#C)C=1N=C(C(=C2C1SC=C2)O)C(=O)NCC(=O)O [(7-Ethynyl-4-hydroxy-thieno[2,3-c]pyridine-5-carbonyl)-amino]-acetic acid